2-((1R,3S)-3-(4-fluoro-2-(1-((S)-2-(oxazol-2-yl)-5-oxa-2-azaspiro[3.4]octan-7-yl)piperidin-4-yl)phenoxy)cyclobutyl)propan-2-ol FC1=CC(=C(OC2CC(C2)C(C)(C)O)C=C1)C1CCN(CC1)[C@@H]1COC2(CN(C2)C=2OC=CN2)C1